ClC1=C(C=C(C=C1)Cl)C=1C(=CC=CC1O)O 2',5'-dichloro-[1,1'-biphenyl]-2,6-diol